Trans-N-(3-aminopropyl)-4-[[2-chloro-6-[4-[4-[(5S)-5-(hydroxymethyl)-2-oxo-oxazolidin-3-yl]phenyl]sulfonylpiperazin-1-yl]-4-pyridyl]-difluoro-methyl]cyclohexanecarboxamide NCCCNC(=O)[C@@H]1CC[C@H](CC1)C(F)(F)C1=CC(=NC(=C1)N1CCN(CC1)S(=O)(=O)C1=CC=C(C=C1)N1C(O[C@@H](C1)CO)=O)Cl